FC1=C(C(=O)NC(C(=O)O)CCN(CCCCC2=NC=3NCCCC3C=C2)CC(C)OC)C=CC=C1 2-[(2-fluorobenzoyl)amino]-4-[[2-methoxypropyl]-[4-(5,6,7,8-tetrahydro-1,8-naphthyridin-2-yl)butyl]amino]butanoic acid